BrC=1OC(=CC1C(=O)OCC)C1=CC=2N(C=C1)N=CC2C=2C(=NOC2C)C ethyl 2-bromo-5-[3-(3,5-dimethylisoxazol-4-yl)pyrazolo[1,5-a]pyridin-5-yl]furan-3-carboxylate